FC(C1=C(CNC(=O)C=2C(=NN(C2)CC2=CC=C(C=C2)CN2C(C=CC=C2)=O)COCC)C(=CC=C1OC)F)F ethoxymethyl-1-[4-(2-oxo-2H-pyridin-1-ylmethyl)-benzyl]-1H-pyrazole-4-carboxylic acid 2-difluoromethyl-6-fluoro-3-methoxy-benzylamide